ClC1=C(C=CC=C1B1OC(C(O1)(C)C)(C)C)NC=1N=CC=C2C=C(C=NC12)CN[C@H](CO)C(=O)O ((8-((2-chloro-3-(4,4,5,5-tetramethyl-1,3,2-dioxaborolan-2-yl)phenyl)amino)-1,7-naphthyridin-3-yl)methyl)-D-serine